N,N'-bis(2-hydroxyethyl)-N,N'-bis(triethoxysilylpropyl)ethylenediamine OCCN(CCN(CCC[Si](OCC)(OCC)OCC)CCO)CCC[Si](OCC)(OCC)OCC